3,5-di-tert-butyl-4-hydroxybenzyl thioglycolate C(CS)(=O)OCC1=CC(=C(C(=C1)C(C)(C)C)O)C(C)(C)C